(S)-1-(2-iodo-4,5-dimethoxyphenyl)propan-2-yl acetate C(C)(=O)O[C@H](CC1=C(C=C(C(=C1)OC)OC)I)C